2-(5-(5-Amino-3-ethyl-2-((tetrahydro-2H-pyran-4-yl)amino)pyrido[3,4-b]pyrazine-8-yl)-2-(4-(4-methylpiperazin-1-yl)piperidin-1-yl)phenyl)propan-2-ol NC1=NC=C(C=2C1=NC(=C(N2)NC2CCOCC2)CC)C=2C=CC(=C(C2)C(C)(C)O)N2CCC(CC2)N2CCN(CC2)C